1-[1-(5-chloro-2-pyridyl)imidazo[4,5-c]pyridin-2-yl]ethanamine Hydrochloride Cl.ClC=1C=CC(=NC1)N1C(=NC=2C=NC=CC21)C(C)N